CC1=NC(=CC(=N1)NC1=NC=C(C(=O)NOCC)C(=C1)NC1=C(C(=CC(=C1)F)C1=NC=C(N=C1)C)OC([2H])([2H])[2H])C 6-((2,6-dimethyl-pyrimidin-4-yl)amino)-N-ethoxy-4-((5-fluoro-2-(methoxy-d3)-3-(5-methyl-pyrazin-2-yl)phenyl)-amino)nicotinamide